C(C=C)(=O)N1C[C@@H](C[C@@H]1CC)N1C(=C(C2=C1N=CN=C2N)C(=O)N[C@H](C)C2=CC=CC=C2)C#CC2CC2 7-((3R,5S)-1-acryloyl-5-ethylpyrrolidin-3-yl)-4-amino-6-(cyclopropylethynyl)-N-((R)-1-phenylethyl)-7H-pyrrolo[2,3-d]pyrimidine-5-carboxamide